CN(CCN(C1=C(C=C(C(=C1)OC)NC1=NC=NC(=C1)N1OCCC1C1=CC(=CC=C1)C1=CN=C2N1N=CC=C2)NC(C=C)=O)C)C N-(2-((2-(dimethylamino)ethyl)(methyl)amino)-5-((6-(3-(3-(imidazo[1,2-b]pyridazine-3-yl)phenyl)isoxazolidin-2-yl)pyrimidin-4-yl)amino)-4-methoxyphenyl)acrylamide